BrCCCN1C[C@H]2N(C=3C(=NN=C(C3)C3=C(C=CC=C3)O)NC2)CC1 (S)-2-(8-(3-bromopropyl)-6,6a,7,8,9,10-hexahydro-5H-pyrazino[1',2':4,5]pyrazino[2,3-c]pyridazin-2-yl)phenol